NC=1C=2N(C(=CN1)CN1CCNCC1)C(=NC2C2=C(C=C(C=C2)NC(NC2=CC(=CC=C2)C(F)(F)F)=O)F)C 3-{4-[8-amino-3-methyl-5-(piperazin-1-ylmethyl)imidazo[1,5-a]pyrazin-1-yl]-3-fluorophenyl}-1-[3-(trifluoromethyl)phenyl]urea